ClC=1C=CC(=C(C1)C=1N=C2N(C=CC=C2)C1C=1C=C2C=C(C=NC2=CC1)N1CCC(CC1)N1CCN(CC1)C)F 6-[2-(5-chloro-2-fluoro-phenyl)imidazo[1,2-a]pyridin-3-yl]-3-[4-(4-methylpiperazin-1-yl)-1-piperidyl]quinoline